C1(=CC=CC=2OC3=C(C21)C=CC=C3)C3=NC(=NC(=N3)C3=CC=CC=C3)B3OC(C(O3)(C)C)(C)C 2-(1-Dibenzofuranyl)-4-phenyl-6-(4,4,5,5-tetramethyl-1,3,2-dioxaborolan-2-yl)-1,3,5-triazine